FC1=C(C=CC(=C1)F)C1=CC(=NC2=C(N=CC=C12)C1=CC=NN1)N1CCOCC1 4-(2,4-difluorophenyl)-2-(morpholin-4-yl)-8-(1H-pyrazol-5-yl)-1,7-naphthyridine